(Racemic)-4-(2-methoxyphenyl)-6-methyl-N-(5-(tetrahydrofuran-3-carbonyl)-5,6-dihydro-4H-pyrrolo[3,4-d]thiazol-2-yl)nicotinamide COC1=C(C=CC=C1)C1=CC(=NC=C1C(=O)NC=1SC2=C(N1)CN(C2)C(=O)[C@H]2COCC2)C |r|